FC(S(=O)(=O)OCC1(C(N2N(C1)CCC2C2=CC(=CC=C2)F)=O)CC)(F)F [6-ethyl-3-(3-fluorophenyl)-5-oxo-1,2,3,7-tetrahydropyrazolo[1,2-a]pyrazol-6-yl]methyl trifluoromethanesulfonate